18-(p-azidophenyl)octadecyl-phosphorylcholine N(=[N+]=[N-])C1=CC=C(C=C1)CCCCCCCCCCCCCCCCCCP(=O)=C(O)C[N+](C)(C)C